cetyl 3,5-dihydroxyphenylacetate OC=1C=C(C=C(C1)O)CC(=O)OCCCCCCCCCCCCCCCC